3,4-dimethyl-1,10-phenanthroline CC=1C=NC2=C3N=CC=CC3=CC=C2C1C